3-(4-(4-(6'-methyl-2'-(1-methyl-1H-pyrazol-4-yl)-7'-oxo-6',7'-dihydro-3'H-spiro[cyclopentane-1,8'-dipyrrolo[2,3-b:3',2'-d]pyridin]-1'-yl)phenyl)-1H-pyrazol-1-yl)butanenitrile CN1C(C2(C3=C4C(=NC=C31)NC(=C4C4=CC=C(C=C4)C=4C=NN(C4)C(CC#N)C)C=4C=NN(C4)C)CCCC2)=O